C(C)(=O)N1[C@H](C[C@H](C2=CC(=CC=C12)F)NC(OC(C)C)=O)C isopropyl ((2S,4R)-1-acetyl-6-fluoro-2-methyl-1,2,3,4-tetrahydroquinolin-4-yl)carbamate